1-(methylsulfonyl)indole-4-ol CS(=O)(=O)N1C=CC=2C(=CC=CC12)O